C1(CC1)C1=CC=NN1C1=CC(=NC(=N1)NC1CCC(CC1)(F)F)N1CCN(CC1)C(C)=O 1-(4-(6-(5-cyclopropyl-1H-pyrazol-1-yl)-2-((4,4-difluorocyclohexyl)amino)pyrimidin-4-yl)piperazin-1-yl)ethan-1-one